(2R,3R,4R,5S)-4-[[3-(3-methoxy-2-methyl-4-pyridinyl)-4,5-dimethyl-5-(trifluoromethyl)tetrahydrofuran-2-carbonyl]amino]pyridine-2-carboxamide COC=1C(=NC=CC1[C@@H]1[C@@H](O[C@@]([C@@H]1C)(C(F)(F)F)C)C(=O)NC1=CC(=NC=C1)C(=O)N)C